7-methoxy-2,2-dimethyl-2,3-dihydrobenzofuran-5-amine COC1=CC(=CC=2CC(OC21)(C)C)N